C1(=CC=CC=C1)P(CCC)C1=CC=CC=C1 3-(diphenylphosphino)propan